C(C)C(C(=O)N1CCN(CC1)C1=C(C=CC=C1)N(S(=O)(=O)C=1C=CC2=C(C(=C(O2)C(=O)O)C)C1)CCC1=CC=CC=C1)CC 5-(N-(2-(4-(2-ethylbutyryl)piperazin-1-yl)phenyl)-N-phenethylsulfamoyl)3-methylbenzofuran-2-carboxylic acid